CC1CC(NC=2N=CN=C(C21)N2CCNCC2)=O 5-Methyl-4-(piperazin-1-yl)-5,6-dihydropyrido[2,3-d]pyrimidin-7(8H)-one